ClC1=CC=C(C=C1)C=1N=C(OC1)[C@@H]1CC[C@H](CC1)C(=O)OC trans-methyl 4-(4-(4-chlorophenyl)oxazol-2-yl)cyclohexanecarboxylate